FC=1C=C(C=CC1)C1=NC=2N([C@@](O1)(C(F)(F)F)C1=CC=CC=C1)C1=C(N2)C=CC=C1 (S)-2-(3-fluorophenyl)-4-phenyl-4-(trifluoromethyl)-4H-benzo[4,5]Imidazo[1,2-c][1,3,5]Oxadiazine